2-(Methacryloyloxyethyl)phenylhydrogenphosphat C(C(=C)C)(=O)OCCC1=C(C=CC=C1)OP(=O)(O)[O-]